(R)-6-Chloro-1'-(5-((2,3-dihydrobenzofuran-5-yl)methyl)-4H-1,2,4-triazole-3-carbonyl)-5-fluorospiro[benzo[d][1,3]oxazine-4,3'-piperidin]-2(1H)-one ClC1=C(C2=C(NC(O[C@@]23CN(CCC3)C(=O)C3=NN=C(N3)CC=3C=CC2=C(CCO2)C3)=O)C=C1)F